2,2-difluoro-4-hydroxy-7-(trifluoromethylsulfanyl)indan-1-one FC1(C(C2=C(C=CC(=C2C1)O)SC(F)(F)F)=O)F